Br.ClC1=CC=C(C=C1)C1=C2C(=NC=C1)CNC2 4-(4-chlorophenyl)-6,7-dihydro-5H-pyrrolo[3,4-b]pyridine HBr salt